C(C)(=O)OC(C)=O ACETIC ANHYDRIDE